N,N'-Dimethyl-1,6-diaminohexane CNCCCCCCNC